F[C@H](C=1C=CC2=C(C=C(S2)C(=O)OC2=C(C(=C(C(=C2F)F)F)F)F)C1)P(=O)(OC1=CC=CC=C1)N[C@H](C(OCCC)=O)C 2,3,4,5,6-pentafluorophenyl 5-[(S)-fluoro({[(2S)-1-oxo-1-propoxypropan-2-yl]amino}(phenoxy)phosphoryl)methyl]-1-benzothiophene-2-carboxylate